C(CCCCCCC)SC1=NC(=NC(=N1)NC1=CC(=C(C(=C1)C(C)(C)C)O)C(C)(C)C)NC1=CC(=C(C(=C1)C(C)(C)C)O)C(C)(C)C 2-octylmercapto-4,6-bis-(3,5-di-tert-butyl-4-hydroxyanilino)-1,3,5-triazine